CN1N=CC2=CC=C(C=C12)C=1C2=C(NN1)C1=C(C2)SC(=C1)C1=CC=C(CN2CCOCCC2)C=C1 4-(4-(3-(1-methyl-1H-indazol-6-yl)-1,4-dihydrothieno[2',3':4,5]cyclopenta[1,2-c]pyrazol-6-yl)benzyl)-1,4-oxazepan